5-chloro-N-(5-chloro-6-(2H-1,2,3-triazol-2-yl)pyridin-3-yl)-2-fluoro-4-(1H-imidazo[4,5-b]pyridin-7-yl)benzamide ClC=1C(=CC(=C(C(=O)NC=2C=NC(=C(C2)Cl)N2N=CC=N2)C1)F)C1=C2C(=NC=C1)N=CN2